Methyl (R)-4-(5-fluoro-2-(2-methoxy-2-oxoethyl)-1-oxo-1,2,3,4-tetrahydronaphthalen-2-yl)butanoate FC1=C2CC[C@@](C(C2=CC=C1)=O)(CC(=O)OC)CCCC(=O)OC